NC1=C2C(=NC=N1)N(N=C2C2=CC=C(C=C2)OC2=CC=CC=C2)C2C(CN(CC2)CC=2C=C1CN(C(C1=CC2F)=O)C2C(NC(CC2)=O)=O)F 3-(5-((4-(4-amino-3-(4-phenoxyphenyl)-1H-pyrazolo[3,4-d]pyrimidin-1-yl)-3-fluoropiperidine-1-yl)methyl)-6-fluoro-1-oxoisoindolin-2-yl)piperidine-2,6-dione